O-benzylcarbonyl-N-(1-phenylethylidene)hydroxylamine C(C1=CC=CC=C1)C(=O)ON=C(C)C1=CC=CC=C1